4-(6-((2S,6R)-2,6-dimethylmorpholino)pyridin-2-yl)thiazol-2-amine C[C@@H]1O[C@@H](CN(C1)C1=CC=CC(=N1)C=1N=C(SC1)N)C